N-methyl-N'-tetrahydrofuryl-formyl-propanediamine oxalate C(C(=O)O)(=O)O.CNC(CC)(NC1OCCC1)C=O